C(#N)C1=CC=C(CNC(=O)C=2C(N(C3=C(N=CC=C3C2)OCC2(CC2)S(=O)(=O)N2CCNCC2)C)=O)C=C1 N-(4-cyanobenzyl)-1-methyl-2-oxo-8-((1-(piperazin-1-ylsulfonyl)cyclopropyl)methoxy)-1,2-dihydro-1,7-naphthyridine-3-carboxamide